ClC1=C(C=C(OC2=CC(=C(C=C2C)C(=N)N(C)CC)C)C=C1)C(F)(F)F (4-(4-chloro-3-trifluoromethyl-phenoxy)-2,5-dimethyl-phenyl)-N-ethyl-N-methyl-formamidine